Cl.N1[C@@H](CC1)C(=O)OC methyl (2S)-azetidine-2-carboxylate hydrochloride